3-(1,3-dimethyl-1H-pyrazol-4-yl)-6-(3-(((1R,5S)-1,5-dimethyl-8-azabicyclo[3.2.1]octan-3-yl)(methyl)amino)-1,2,4-triazin-6-yl)-6,7-dihydro-5H-pyrrolo[3,4-b]pyridin-5-one CN1N=C(C(=C1)C=1C=C2C(=NC1)CN(C2=O)C2=CN=C(N=N2)N(C)C2C[C@]1(CC[C@@](C2)(N1)C)C)C